5-(2-fluoro-5-methoxyphenyl)-7-methyl-N-(1,1,1-trifluoropropan-2-yl)pyrazolo[1,5-a]Pyrimidine FC1=C(C=C(C=C1)OC)C1=NC=2N(C(=C1)C)N(CC2)C(C(F)(F)F)C